CC1=CC=C(C=C1)C=CC(=O)C1=CC=CC=C1 3-(4-methylphenyl)-1-phenylprop-2-en-1-one